1-(4-Fluoro-phenyl)-2-[4-(5-isopropyl-2H-pyrazole-3-carbonyl)-piperazin-1-yl]-ethanone FC1=CC=C(C=C1)C(CN1CCN(CC1)C(=O)C=1NN=C(C1)C(C)C)=O